N1(CCC2=CC=CC=C12)C1=CC=C(C=O)C=C1 4-(2,3-dihydro-1H-indol-1-yl)benzaldehyde